C(C)OC=1C=CC(=NC1)C=1N(C(=NN1)[C@@H]1C[C@H](C1)NC(=O)C1=C2N=C(C(=[N+](C2=CC=C1)[O-])C)C)C1=C(C=CC=C1)F 5-((trans-3-(5-(5-ethoxypyridin-2-yl)-4-(2-fluorophenyl)-4H-1,2,4-triazol-3-yl)cyclobutyl)carbamoyl)-2,3-dimethylquinoxaline 1-oxide